(R)-1-(5-bromothiophen-2-yl)ethan-1-amine BrC1=CC=C(S1)[C@@H](C)N